2-((4-(3-((4-Chloro-2-fluorobenzyl)oxy)-2-methoxyphenyl)piperidin-1-yl)methyl)-4-(difluoromethoxy)-1-methyl-1H-benzo[d]imidazole-6-carboxylic acid ClC1=CC(=C(COC=2C(=C(C=CC2)C2CCN(CC2)CC2=NC3=C(N2C)C=C(C=C3OC(F)F)C(=O)O)OC)C=C1)F